N-(3-(7-hydroxy-6,7-dihydro-5H-cyclopenta[b]pyridin-3-yl)-1-methyl-2-oxo-1,2-dihydro-1,6-naphthyridin-7-yl)cyclopropanecarboxamide OC1CCC=2C1=NC=C(C2)C=2C(N(C1=CC(=NC=C1C2)NC(=O)C2CC2)C)=O